dihydro-ferulic acid COC1=C(C=CC(C1)/C=C/C(=O)O)O